4-(2-(hept-6-en-1-yl)-3H-imidazo[4,5-b]pyridin-5-yl)piperazine-1-carboxylic acid tert-butyl ester C(C)(C)(C)OC(=O)N1CCN(CC1)C1=CC=C2C(=N1)NC(=N2)CCCCCC=C